methyl-1-(aminomethyl)-3-hydroxycyclobutane-1-carboxylic acid hydrochloride Cl.CC1C(CC1O)(C(=O)O)CN